CO[C@@H](C(=O)O)C (R)-2-methoxypropanic acid